FC1(C(C2=C(C=CC(=C2C1)OC1CCCC2=CC=CC=C12)SC(F)(F)F)O)F 2,2-difluoro-4-(1,2,3,4-tetrahydronaphthalen-1-yloxy)-7-(trifluoromethylsulfanyl)-2,3-dihydro-1H-inden-1-ol